tert-butyl (1-(5-bromo-2-(methyl-d3)-2H-1,2,3-triazol-4-yl)ethyl)(methyl)carbamate BrC=1C(=NN(N1)C([2H])([2H])[2H])C(C)N(C(OC(C)(C)C)=O)C